5-(3,5-difluorobenzyl)-2-(pyridin-2-yl)-4,5,6,7-tetrahydro-2H-pyrazolo[4,3-c]pyridinol FC=1C=C(CN2CC=3C(CC2)=NN(C3O)C3=NC=CC=C3)C=C(C1)F